6-bromo-N-(4-chlorophenyl)-1-methyl-1,2-dihydro-3H-benzo[e]Indole-3-carboximidamide 2,2,2-Trifluoroacetic acid salt FC(C(=O)O)(F)F.BrC1=CC=CC=2C=3C(CN(C3C=CC21)C(NC2=CC=C(C=C2)Cl)=N)C